N[C@](C(=O)O)(CCCCB(O)O)CCN(CCC)C (R)-2-amino-6-borono-2-(2-(methyl(propyl)amino)ethyl)hexanoic acid